4-(m-tolylamino)pyrimidine-5-carbonitrile C1(=CC(=CC=C1)NC1=NC=NC=C1C#N)C